pyridinium (2S,5R)-N-[2-(morpholin-4-yl)ethoxy]-7-oxo-6-(sulfooxy)-1,6-diazabicyclo[3.2.1]octane-2-carboxamide N1(CCOCC1)CCONC(=O)[C@H]1N2C(N([C@H](CC1)C2)OS(=O)(=O)O)=O.[NH+]2=CC=CC=C2